chlorine bisphenol A OC1=CC=C(C=C1)C(C)(C)C1=CC=C(C=C1)O.[Cl]